N-[5-[1-(5-chloropyrimidin-2-yl)-3,6-dihydro-2H-pyridin-4-yl]-4-fluoro-2-[(3R,5S)-3,4,5-trimethylpiperazin-1-yl]phenyl]-6-oxo-4-(trifluoromethyl)-1H-pyridine-3-carboxamide ClC=1C=NC(=NC1)N1CCC(=CC1)C=1C(=CC(=C(C1)NC(=O)C1=CNC(C=C1C(F)(F)F)=O)N1C[C@H](N([C@H](C1)C)C)C)F